O1CCN(CC1)C1=CC=C(C=C1)NC1=NC=CC(=N1)OCC1CCC(CC1)C(C)(C)O 2-((1R,4R)-4-(((2-((4-morpholino-phenyl)amino)pyrimidin-4-yl)oxy)methyl)cyclohexyl)propan-2-ol